cyclopropyl-5-((dimethylamino)methyl)-1H-pyrazole-3-sulfonamide C1(CC1)N1N=C(C=C1CN(C)C)S(=O)(=O)N